(1S,2S,3R,4S,6R)-4,6-diazido-3-(((2R,6S)-3-azido-6-((S)-1-(benzyl((benzyloxy)carbonyl)amino)ethyl)tetrahydro-2H-pyran-2-yl)oxy)cyclohexane-1,2-diyl diacetate C(C)(=O)O[C@@H]1[C@H]([C@@H]([C@H](C[C@H]1N=[N+]=[N-])N=[N+]=[N-])O[C@H]1O[C@@H](CCC1N=[N+]=[N-])[C@H](C)N(C(=O)OCC1=CC=CC=C1)CC1=CC=CC=C1)OC(C)=O